N12CC(NC3=CC=CC=C3OC3=CC=CC=C3NC(CN(CCOCC1)CCOCC2)=O)=O 11,24,29-Trioxa-1,4,18,21-tetraazatetracyclo[19.5.5.05,10.012,17]hentriaconta-5,7,9,12,14,16-hexaene-3,19-dione